ClC1=C(C(=CC=C1)F)N(C(C1=C(C=CC(=C1)F)I)=O)CC=C(CC)C N-(2-chloro-6-fluorophenyl)-5-fluoro-2-iodo-N-(3-methylpent-2-en-1-yl)benzamide